6-(TRIFLUOROMETHYL)-1H-PYRROLO[3,2-C]PYRIDINE-3-CARBALDEHYDE FC(C1=CC2=C(C=N1)C(=CN2)C=O)(F)F